ClC=1C=C(CNC(C(C)(C)C=2C=C(C(=O)N)C=CC2)=O)C=C(C1C1C(NC(CC1)=O)=O)Cl 3-(1-((3,5-dichloro-4-(2,6-dioxopiperidin-3-yl)benzyl)amino)-2-methyl-1-oxopropan-2-yl)benzamide